C1(CC1)CN1C2=C(C3=C([C@@H](C1=O)NC(C(C(=O)NCC(C(F)(F)F)(F)F)OC)=O)C=CC=C3)C=CC=C2 N-((S)-5-cyclopropylmethyl-6-oxo-6,7-dihydro-5H-dibenzo[b,d]azepin-7-yl)-2-methoxy-N'-(2,2,3,3,3-pentafluoro-propyl)-malonamide